ethyl-1,3,5-triazine-2,4-diamine C(C)C1=NC(=NC(=N1)N)N